N-(2-((2S,3S)-1,2-diethylpiperidin-3-yl)thieno[2,3-b]pyridin-4-yl)benzo[d]thiazol-5-amine C(C)N1[C@H]([C@H](CCC1)C1=CC=2C(=NC=CC2NC=2C=CC3=C(N=CS3)C2)S1)CC